ClC1=C(CC2(N(CCC2)C(=O)N)C(=O)NCC=2C=NC=CC2)C(=CC=C1)Cl (2,6-Dichlorobenzyl)-N2-(pyridin-3-ylmethyl)pyrrolidine-1,2-dicarboxamide